The molecule is a monoterpenoid indole alkaloid that consists of ajmalan substituted at positions 17 and 21 by hydroxy groups. It is a monoterpenoid indole alkaloid and a hemiaminal. It is a conjugate base of an ajmalinium. It derives from a hydride of an ajmalan. CC[C@H]1[C@@H]2C[C@H]3[C@H]4[C@@]5(C[C@@H](C2[C@H]5O)N3[C@@H]1O)C6=CC=CC=C6N4C